Methyl 3-(3-fluoro-5-(4,4,5,5-tetramethyl-1,3,2-dioxaborolan-2-yl)benzoyl)-5-(4,4,5,5-tetramethyl-1,3,2-dioxaborolan-2-yl)benzoate FC=1C=C(C(=O)C=2C=C(C(=O)OC)C=C(C2)B2OC(C(O2)(C)C)(C)C)C=C(C1)B1OC(C(O1)(C)C)(C)C